(E)-5-bromo-6-(((hydroxylamino)methylene)amino)-pyridine-2-carboxylic acid methyl ester COC(=O)C1=NC(=C(C=C1)Br)/N=C/NO